FC(C1=CC=C(CCN2C3=CC=CC=C3C=3C=C(C=CC23)C(=O)O)C=C1)(F)F 9-(4-(trifluoromethyl)phenethyl)carbazole-3-formic acid